C1=C2C(=NC=N1)C=NC(=O)N2 PYRIMIDOPYRIMIDINONE